(R)-N-(2-(4-Cyanothiazolidin-3-yl)-2-oxoethyl)-6-(3-(1,1-difluoroethyl)azetidin-1-yl)-quinoline-4-carboxamide C(#N)[C@H]1N(CSC1)C(CNC(=O)C1=CC=NC2=CC=C(C=C12)N1CC(C1)C(C)(F)F)=O